N-cyclohexyl-2-aminoethanesulphonic acid C1(CCCCC1)NCCS(=O)(=O)O